NC[C@@H](CN(C(OC(C)(C)C)=O)C[C@H](CNC(=O)OC(C)(C)C)O)O tert-Butyl N-[(2S)-3-amino-2-hydroxy-propyl]-N-[(2S)-3-(tertbutoxycarbonylamino)-2-hydroxy-propyl]carbamate